OC[C@H](C1=CC=CC=C1)NC1=CC(=NC=C1C1=NC(=NO1)C1=CC=NC=C1)NC=1N=CC2=C(N1)C(N(C2=O)C)(C)C (S)-2-((4-((2-hydroxy-1-phenylethyl)amino)-5-(3-(pyridin-4-yl)-1,2,4-oxadiazol-5-yl)pyridin-2-yl)amino)-6,7,7-trimethyl-6,7-dihydro-5H-pyrrolo[3,4-d]pyrimidin-5-one